NC1=CC(=NC=N1)NC1=CC(=C2N(C1=O)C1(CCOCC1)NC2=O)C 6-((6-AMINOPYRIMIDIN-4-YL)AMINO)-8-METHYL-2',3',5',6'-TETRAHYDRO-2H-SPIRO[IMIDAZO[1,5-A]PYRIDINE-3,4'-PYRAN]-1,5-DIONE